2-Isopropyl-6-[rac-(3S)-3-methyl-2,3,4,5-tetrahydropyridin-6-yl]indazole C(C)(C)N1N=C2C=C(C=CC2=C1)C=1CC[C@@H](CN1)C |r|